3-(5-Hydroxyamidinobenzimidazol-2-yl)-5-(4-hydroxyamidinophenyl)indole ONC(=N)C1=CC2=C(N=C(N2)C2=CNC3=CC=C(C=C23)C2=CC=C(C=C2)C(NO)=N)C=C1